Cl.NCC1=NOC2(C1CCC2)C(=O)OC Methyl 3-(aminomethyl)-3a,4,5,6-tetrahydro-6aH-cyclopenta[d]isoxazole-6a-carboxylate hydrochloride